1-(4-(4-amino-1-(pyridin-4-yl)-1H-pyrazolo[3,4-d]pyrimidin-3-yl)-2-fluorophenyl)-3-(3-(tert-butyl)isoxazol-5-yl)urea NC1=C2C(=NC=N1)N(N=C2C2=CC(=C(C=C2)NC(=O)NC2=CC(=NO2)C(C)(C)C)F)C2=CC=NC=C2